6-chloro-4-methyl-2-pyridinamine ClC1=CC(=CC(=N1)N)C